(E)-3-undecenal C(C\C=C\CCCCCCC)=O